tri-tert-butyl (5R,12S,16S)-5-[(isoquinolin-6-yl)methyl]-3,6,14-trioxo-1-phenyl-2-oxa-4,7,13,15-tetraazaoctadecane-12,16,18-tricarboxylate C1=NC=CC2=CC(=CC=C12)C[C@@H](NC(OCC1=CC=CC=C1)=O)C(NCCCC[C@H](NC(N[C@@H](CCC(=O)OC(C)(C)C)C(=O)OC(C)(C)C)=O)C(=O)OC(C)(C)C)=O